N1=C(C=CC=C1)CC (pyridin-2-yl)ethan